phthalic acid mono-(2-(methacryloyloxy) ethyl) ester C(C(=C)C)(=O)OCCOC(C=1C(C(=O)O)=CC=CC1)=O